C(C)(=O)OC1CC(N(C1)[2H])([2H])CC1=C(NC2=CC(=CC=C12)F)C=1N(C=2C=C(C=C(C2C1CC1CC(CN1)OC(C)=O)[2H])F)[2H] Acetic acid 5-[3'-(4-acetoxy-pyrrolidin-2-yl-d2-methyl)-6,6'-difluoro-1H,1'H-[2,2']biindolyl-3-yl-d2-methyl]-pyrrolidin-3-yl ester